Benzyl 2-(1-oxo-2-oxaspiro[4.5]decan-3-yl)acetate O=C1OC(CC12CCCCC2)CC(=O)OCC2=CC=CC=C2